FC=1C=C(C=CC1)C=1C=C2C(=NC1)NCN2CC2=NC=CC=C2C 6-(3-Fluorophenyl)-1-[(3-methyl-2-pyridyl)methyl]-3H-imidazo[4,5-b]pyridin